3-(3,3-dimethylmorpholino)propan-1-amine CC1(COCCN1CCCN)C